C(CCC)C1C(CC=2C1=C1C=CC=CC1=CC2)(C(C)=O)C(C)=O 1,1'-(1-butyl-2,3-dihydro-1H-cyclopenta[a]naphthalene-2,2-diyl)bis(ethan-1-one)